C(C=C)(=O)OCC(CNCCC[Si](OC)(OC)OC)O N-(3-acryloyloxy-2-hydroxypropyl)-3-aminopropyltrimethoxysilane